N1=CC=C(C=C1)CN N-(4-pyridinylmethyl)amine